di-tert-butyl 2-(1-hydroxyethyl)-3-methylpiperazine-1,4-dicarboxylate OC(C)C1N(CCN(C1C)C(=O)OC(C)(C)C)C(=O)OC(C)(C)C